(3,3-bis(benzofuran-2-yl)allyl)-3-(phenacyl)benzimidazole bromide salt [Br-].O1C(=CC2=C1C=CC=C2)C(=CCC=2N(C1=C(N2)C=CC=C1)CC(=O)C1=CC=CC=C1)C=1OC2=C(C1)C=CC=C2